COC1=C2[C@H]3[C@H](C(OC2=CC(=C1)CCCCC)(C)C)CCC(C3)=C (6Ar,10aR)-1-methoxy-6,6-dimethyl-9-methylidene-3-pentyl-7,8,10,10a-tetrahydro-6aH-benzo[c]chromene